N1=CC=C(C=C1)C=1SC(=C2OCCOC21)C2=CC=NC=C2 5,7-bis(pyridin-4-yl)-2,3-dihydrothieno[3,4-b][1,4]Dioxin